CC=1OC2=C(N1)C=CC=C2CCC[C@H]2C[C@@H]1N(CCN(C1)C1=NC=C(C#N)C=C1)C2=O 6-((7S,8aS)-7-(3-(2-methylbenzo[d]oxazol-7-yl)propyl)-6-oxohexahydropyrrolo[1,2-a]pyrazin-2(1H)-yl)nicotinonitrile